ClC=1SC(=C(N1)C(C)(C)O)C 2-(2-chloro-5-methylthiazol-4-yl)propan-2-ol